Methyl (S)-3-methyl-4-(oxetan-3-yl)-2,3,4,5-tetrahydrobenzo[f][1,4]oxazepine-8-carboxylate C[C@H]1COC2=C(CN1C1COC1)C=CC(=C2)C(=O)OC